7-isopropyl-5,6,7,8-tetrahydro-1,6-naphthyridine-2-sulfonate C(C)(C)C1NCC=2C=CC(=NC2C1)S(=O)(=O)[O-]